2-(methyl(2-(pyridin-2-yl)-6,7-dihydro-5H-cyclopenta[d]pyrimidin-4-yl)amino)-N-(quinolin-7-yl)acetamide CN(CC(=O)NC1=CC=C2C=CC=NC2=C1)C=1C2=C(N=C(N1)C1=NC=CC=C1)CCC2